2-methoxy-4-[4-(4-methylpiperazin-1-yl)piperidin-1-yl]pyrimidine-2,4-diamine COC1(NC=CC(N1)(N)N1CCC(CC1)N1CCN(CC1)C)N